C12CC3OC(C(CC(C1)C3)C2)=O 4-oxatricyclo[4.3.1.13,8]Undecane-5-one